isopropyl (2,2-difluoroethyl) carbonate C(OC(C)C)(OCC(F)F)=O